Cl.CS(=O)(=O)N1C(=CC2=CC=C(C=C12)[N+](=O)[O-])[C@@H]1NCCC1 1-methanesulfonyl-6-nitro-2-[(2R)-pyrrolidin-2-yl]indole hydrochloride